BrC1=CC=C(C(=N1)S(=O)(=O)N1CCC(CC1)N1N=CC(=C(C1=O)Cl)NC[C@H]1C(OCCC1)F)OC(F)F 2-[1-[[6-bromo-3-(difluoromethoxy)-2-pyridyl]sulfonyl]-4-piperidyl]-4-chloro-5-[[(3S)-fluorotetrahydropyran-3-yl]methylamino]pyridazin-3-one